C(C)(C)(C)OC(=O)NCC1=C(C[C@H]([C@@H](C)NC(OC(C)(C)C)=O)CO)C=CC=C1 tert-butyl ((2R,3R)-3-(2-(((tert-butoxycarbonyl)amino)methyl)benzyl)-4-hydroxybutan-2-yl)carbamate